N-(5-fluoro-2-(2,7-diazaspiro[3.5]non-7-yl)pyrimidin-4-yl)-1H-indazol-5-amine FC=1C(=NC(=NC1)N1CCC2(CNC2)CC1)NC=1C=C2C=NNC2=CC1